4,4-bis[N-(1-naphthyl)-N-phenylamino]Biphenyl C1(=CC=CC2=CC=CC=C12)N(C1=CC=CC=C1)C1(CC=C(C=C1)C1=CC=CC=C1)N(C1=CC=CC2=CC=CC=C12)C1=CC=CC=C1